COCCC1=CC=C(C=C1)O 4-(2-methoxyethyl)phenol